N-(2,4-dimethoxybenzyl)-9-fluoro-2-(3-fluoropyrrolidin-3-yl)-8-methoxy-[1,2,4]triazolo[1,5-c]quinazolin-5-amine COC1=C(CNC2=NC=3C=C(C(=CC3C=3N2N=C(N3)C3(CNCC3)F)F)OC)C=CC(=C1)OC